rac-2-(4,7-Dichloro-6-(4-((dimethylamino)methyl)-3-fluorophenyl)-2H-indazol-2-yl)((R)-6-fluoro-6,7-dihydro-5H-pyrrolo[1,2-c]imidazol-1-yl)-N-(thiazol-2-yl)acetamide ClC=1C2=CN(N=C2C(=C(C1)C1=CC(=C(C=C1)CN(C)C)F)Cl)[C@@H](C(=O)NC=1SC=CN1)C1=C2N(C=N1)C[C@@H](C2)F |&1:22|